[Mo].[Cr].[Co].[Ni] nickel-cobalt-chromium-molybdenum